C(C)(=O)NCCC1=CN(C2=CC=C(C=C12)S(=O)(=O)CCCC)C(=O)OC(C)(C)C tert-butyl 3-(2-acetamidoethyl)-5-(butylsulfonyl)-1H-indole-1-carboxylate